ClC=1C=C(C=CC1Cl)[C@@H]1CC[C@H](C2=CC=CC=C12)NC(C)=O N-((1R,4S)-4-(3,4-dichlorophenyl)-1,2,3,4-tetrahydronaphthalen-1-yl)acetamide